C(C)OC1=CC=C(C=N1)C1=CN=CC(=N1)C(=O)N/N=C/C1=CC(=CC=C1)C(C)O (E)-6-(6-ethoxypyridin-3-yl)-N'-(3-(1-hydroxyethyl)benzylidene)pyrazine-2-carbohydrazide